ClC1=C(C=NN1)C(=O)N[C@H]1C[C@H](CCC1)NC1=CC(=NC2=CC=C(C=C12)F)C(F)(F)F 5-chloro-N-[(1r,3s)-3-{[6-fluoro-2-(trifluoromethyl)quinolin-4-yl]amino}cyclohexyl]-1H-pyrazole-4-carboxamide